1-((4-methoxybenzyl) oxy)-2-methylpropan-2-yl 4-(5-((1-(2-methoxyethyl)-3-(pyridin-2-yl)-1H-pyrazol-4-yl) carbamoyl) furan-2-yl)-1H-pyrazole-1-carboxylate COCCN1N=C(C(=C1)NC(=O)C1=CC=C(O1)C=1C=NN(C1)C(=O)OC(COCC1=CC=C(C=C1)OC)(C)C)C1=NC=CC=C1